3-[3-(2-ethylpyrazol-3-yl)-5-piperazin-1-yl-pyrazolo[1,5-a]pyrimidin-2-yl]benzonitrile C(C)N1N=CC=C1C=1C(=NN2C1N=C(C=C2)N2CCNCC2)C=2C=C(C#N)C=CC2